C1(=CC(=CC=C1)C1(CC1)NC(OC(C)(C)C)=O)C1=CC=CC=C1 tert-butyl (1-([1,1'-biphenyl]-3-yl)cyclopropyl)carbamate